N-cyclohexyl-1,1,1-trifluoromethyl-methanesulfonamide C1(CCCCC1)NS(=O)(=O)C(CF)(CF)CF